N[C@H](CO)C1=CC2=CC=CC=C2C=C1 (S)-2-amino-2-(naphthalen-2-yl)ethan-1-ol